Methyl 3-(benzo[d][1,3]dioxol-5-yl)-3-(7-((tert-butyldimethylsilyl)oxy)naphthalen-2-yl)propanoate O1COC2=C1C=CC(=C2)C(CC(=O)OC)C2=CC1=CC(=CC=C1C=C2)O[Si](C)(C)C(C)(C)C